5-(Difluoromethyl)-6-(1,1-dimethylpent-4-enylamino)-3-nitro-pyridine-2-carboxylic acid FC(C=1C=C(C(=NC1NC(CCC=C)(C)C)C(=O)O)[N+](=O)[O-])F